1-(4-(3-fluorooxetan-3-yl)pyridin-2-yl)-N-(3-methyl-1-(tetrahydro-2H-pyran-2-yl)-1H-indazol-4-yl)-1H-pyrazole-4-sulfonamide FC1(COC1)C1=CC(=NC=C1)N1N=CC(=C1)S(=O)(=O)NC1=C2C(=NN(C2=CC=C1)C1OCCCC1)C